ClC1=CC(=NC=C1)[C@H](C[C@@H]1N(CCCC1)C(=O)OC(C)(C)C)NC(=O)C=1SC(=CN1)C1=NC(=CN=C1)OCC tertbutyl (2R)-2-[(2S)-2-(4-chloropyridin-2-yl)-2-{[5-(6-ethoxypyrazin-2-yl)-1,3-thiazol-2-yl]formamido}ethyl]piperidine-1-carboxylate